The molecule is an aryl phosphate, a member of quinazolines and a member of monochlorobenzenes. It has a role as a fluorochrome. C1=CC2=C(C=C1Cl)C(=O)NC(=N2)C3=C(C=CC(=C3)Cl)OP(=O)(O)O